6-ethoxy-5-fluoronicotinamide C(C)OC1=NC=C(C(=O)N)C=C1F